1-(benzyloxy)-N-(1-(3-methoxyphenyl)-3-((2-(trimethylsilyl)ethoxy)methoxy)-1H-pyrazolo[4,3-c]pyridin-6-yl)cyclopropane-1-carboxamide C(C1=CC=CC=C1)OC1(CC1)C(=O)NC1=CC2=C(C=N1)C(=NN2C2=CC(=CC=C2)OC)OCOCC[Si](C)(C)C